((2S,4r,6R)-2,6-dimethylpiperidin-4-yl)-1H-pyrazol-4-amine C[C@@H]1N[C@@H](CC(C1)N1N=CC(=C1)N)C